NC1=C(C=C(C=N1)C#CC=1C=C(C(=O)NC2=CC(=C(C=C2)Cl)C(F)(F)F)C=CC1C)F 3-((6-amino-5-fluoropyridin-3-yl)ethynyl)-N-(4-chloro-3-(trifluoromethyl)phenyl)-4-methylbenzamide